2-(4-methylphenyl)-2-(5,5-bis(4-methoxyphenyl)-2,4-pentadienyl)-1,3-dithiane CC1=CC=C(C=C1)C1(SCCCS1)CC=CC=C(C1=CC=C(C=C1)OC)C1=CC=C(C=C1)OC